N,N'-bis(γ-aminopropyl)piperazine NCCCN1CCN(CC1)CCCN